[5-chloro-6-(2H-1,2,3-triazol-2-yl)-1H-pyrrolo[2,3-b]pyridin-3-yl][1-(1-methoxyisoquinolin-5-yl)-5-(trifluoromethyl)-1H-pyrazol-4-yl]methanone ClC=1C=C2C(=NC1N1N=CC=N1)NC=C2C(=O)C=2C=NN(C2C(F)(F)F)C2=C1C=CN=C(C1=CC=C2)OC